potassium [(4-hydroxy-1-methyl-7-phenoxy-isoquinoline-3-carbonyl)-amino]-acetate OC1=C(N=C(C2=CC(=CC=C12)OC1=CC=CC=C1)C)C(=O)NCC(=O)[O-].[K+]